OC1=C2C(=CNC2=CC=C1)CC(=O)O 4-hydroxy-indole-3-acetic acid